(tert-butoxycarbonyl)-D-serine benzyl ester C(C1=CC=CC=C1)OC([C@H](NC(=O)OC(C)(C)C)CO)=O